2-(1-(4-bromophenyl)-3-(4-fluorophenyl)-1H-pyrazol-4-yl)-3-(4-((2-hydroxyethyl)amino)phenethyl)oxazolidin-4-one BrC1=CC=C(C=C1)N1N=C(C(=C1)C1OCC(N1CCC1=CC=C(C=C1)NCCO)=O)C1=CC=C(C=C1)F